FC1=C(C(=C2C=NN(C2=C1)C1OCCCC1)B1OC(C(O1)(C)C)(C)C)C 6-fluoro-5-methyl-1-(tetrahydro-2H-pyran-2-yl)-4-(4,4,5,5-tetramethyl-1,3,2-dioxaborolan-2-yl)-1H-indazol